[Br-].C1CCCC[N+]12CCCCC2 6-azaspiro[5.5]undecan-6-ium bromide